FC(C1=NN(C=C1)C1CCC(CC1)CO)F 3-(difluoromethyl)-1-((1R,4S)-4-(hydroxymethyl)cyclohexyl)-1H-pyrazole